COC1=C(C(=CC=C1)N1CCN(CC1)C(C)C)NC(=O)N1CCC(CC1)C1=CC=C(C=C1)C(F)(F)F N-{2-Methoxy-6-[4-(propan-2-yl)piperazin-1-yl]phenyl}-4-[4-(trifluoromethyl)phenyl]piperidine-1-carboxamide